C1N(CCC2=CC=CC=C12)[C@H]1[C@@H](CN(CC1)C(=O)C1=CC(=NC(=N1)C)NC1CCN(CC1)C(C)=O)O trans-1-(4-((6-(4-(3,4-dihydroisoquinolin-2(1H)-yl)-3-hydroxypiperidine-1-carbonyl)-2-methylpyrimidin-4-yl)amino)piperidin-1-yl)ethan-1-one